(4-(Benzo[d]thiazol-6-yl)-1H-pyrrolo[2,3-c]pyridin-1-yl)(4-fluorophenyl)methanone S1C=NC2=C1C=C(C=C2)C2=C1C(=CN=C2)N(C=C1)C(=O)C1=CC=C(C=C1)F